N(N)C1=CC=CN2C1=NC=CC2=O 9-hydrazino-4H-pyrido[1,2-a]pyrimidin-4-one